FC=1C(=C(C=C(C1)F)C1(CC1)C(=O)OC)[N+](=O)[O-] methyl 1-(3,5-difluoro-2-nitrophenyl)cyclopropanecarboxylate